(S)-3-(1-acryloylpyrrolidin-3-yl)-7-amino-1-(4-(2-fluorophenoxy)phenyl)-1,5-dihydro-4H-pyrrolo[2,3-d]pyridazin-4-one C(C=C)(=O)N1C[C@@H](CC1)C1=CN(C=2C(=NNC(C21)=O)N)C2=CC=C(C=C2)OC2=C(C=CC=C2)F